Thulium oleic acid C(CCCCCCC\C=C/CCCCCCCC)(=O)O.[Tm]